ClC=1C(=CC(=C(C1)N(S(=O)(=O)C)C1=CC=CC=C1)C)N=CN(C)CC N-[5-chloro-4-({[ethyl-(methyl)amino]methylidene}amino)-2-methylphenyl]-N-phenylmethanesulfonamide